FC1=CC=C(C=C1)C1=NOC(=N1)C(C)(C)S(=O)(=O)N 2-[3-(4-Fluorophenyl)-1,2,4-oxadiazol-5-yl]propane-2-sulfonamide